C(C)(C)(C)OC(=O)N1CCC(CC1)(C(=O)O)OC 1-tert-butoxycarbonyl-4-methoxy-piperidine-4-carboxylic acid